FN[C@H](C(=O)O)CC1=CC=C(O)C(O)=C1 fluoro-L-DOPA